(2S)-2-amino-2-cyclopentyl-N-[4-(3,5-dimethyl-imidazol-4-yl)-phenyl]acetamide N[C@H](C(=O)NC1=CC=C(C=C1)C=1N(C=NC1C)C)C1CCCC1